COC(=O)C1N(C(CC1=O)C(F)(F)F)C(=O)OCC1=CC=CC=C1 3-oxo-5-(trifluoromethyl)pyrrolidine-1,2-dicarboxylic acid 1-benzyl ester 2-methyl ester